[3-(dimethylamino)phenyl]boronic acid CN(C=1C=C(C=CC1)B(O)O)C